CCC(CC)OOC(CCCCCCCC(CCCCCCCC(=O)OOC(CC)CC)NC1CC2(C1)COCC2)=O 9-((6-oxaspiro[3.4]oct-2-yl)amino)heptadecanedioic acid bis(3-pentyloxy) ester